5-(dimethylsulfamoyl)-N-(5-methyl-1,3-thiazol-2-yl)-2-piperazin-1-ylbenzamide CN(S(=O)(=O)C=1C=CC(=C(C(=O)NC=2SC(=CN2)C)C1)N1CCNCC1)C